BrC(C(=O)NNC1=NC=C(N=C1)C=1C=NC(=CC1)OC(C(C)C)C(F)(F)F)(F)F 2-bromo-2,2-difluoro-N'-[5-[6-[2-methyl-1-(trifluoromethyl)propoxy]-3-pyridinyl]pyrazin-2-yl]acetohydrazide